N'-(((S)-2-fluoro-1,2,3,5,6,7-hexahydro-s-indacen-4-yl)carbamoyl)-2-methyl-2,3-dihydropyrazolo[5,1-b]oxazole-7-sulfonimidamide F[C@H]1CC2=CC=3CCCC3C(=C2C1)NC(=O)N=S(=O)(N)C=1C=NN2C1OC(C2)C